CN(C(CC1=CNC=2C=CC=C(C12)O)([2H])[2H])C 3-(2-(dimethylamino)ethyl-2,2-d2)-1H-indol-4-ol